(2R)-2-[(1R)-1-benzyloxyethyl]azetidin-3-ol C(C1=CC=CC=C1)O[C@H](C)[C@@H]1NCC1O